BrC1=CC(=C(C(C=O)=C1)O)F 5-Bromo-3-fluorosalicylaldehyde